ClC=1C(=C(CNC(=O)[C@H]2N(C[C@](C2)(C)F)C(=O)OC(C)(C)C)C=CC1)F (2S,4R)-tert-butyl 2-((3-chloro-2-fluorobenzyl)carbamoyl)-4-fluoro-4-methylpyrrolidine-1-carboxylate